NC1=C(C=C2CCN(C2=C1)CCNC(OC(C)(C)C)=O)C tert-butyl N-[2-(6-amino-5-methyl-indolin-1-yl)ethyl]carbamate